O=S1(C2=C(C=C1N([C@@H](CCCCN)C(=O)O)C(=O)OC)C=CC=C2)=O 1,1-dioxobenzo[b]thiophene-2-yl-methyloxycarbonyl-lysine